C(C)[C@H]1OC2=C(CN(C1)C(=O)OC(C)(C)C)C=CC=1CCCC12 tert-butyl (R)-2-ethyl-2,3,5,8,9,10-hexahydro-4H-indeno[5,4-f][1,4]oxazepine-4-carboxylate